17-(1-(((2-amino-3-methylbutanoyl)oxy)imino)ethyl)-10,13-dimethyl-6,7,8,9,10,11,12,13,14,15,16,17-dodecahydro-1H-cyclopenta[a]phenanthren-3(2H)-one NC(C(=O)ON=C(C)C1CCC2C3CCC4=CC(CCC4(C3CCC12C)C)=O)C(C)C